C(#N)[C@H](C[C@H]1C(NCCC1)=O)NC(=O)[C@@H]1[C@H]2C([C@H]2CN1C([C@H](C(C)(C)C)NC(C(F)(F)F)=O)=O)(C)C (1R,2S,5S)-N-[(1S)-1-cyano-2-[(3S)-2-oxo-3-piperidyl]ethyl]-3-[(2S)-3,3-dimethyl-2-[(2,2,2-trifluoroacetyl)amino]butanoyl]-6,6-dimethyl-3-azabicyclo[3.1.0]hexane-2-carboxamide